3,5-DICHLOROPYRIDINE-2-BORONIC ACID ClC=1C(=NC=C(C1)Cl)B(O)O